COC1=CC=C(C=N1)C(C(C(=O)O)(C)C)NC(=O)C1CC(C1)CCC1=NC=2NCCCC2C=C1 3-(6-methoxypyridin-3-yl)-2,2-dimethyl-3-(3-(2-(5,6,7,8-tetrahydro-1,8-naphthyridin-2-yl)ethyl)cyclobutane-1-carboxamido)propanoic acid